C(C)(C)(C)OC(=O)N1CC2(C1)CNCC2 2-(tert-butoxycarbonyl)-2,6-diazaspiro[3.4]octane